COC(NC=1C=NC(=CC1C1=C(C=CC=C1)C)N1CCN(CC1)C)=O [6-(4-methyl-piperazin-1-yl)-4-o-tolyl-pyridin-3-yl]-carbamic acid methyl ester